tert-butyl-3-((2R)-2-(2-(2-(tert-butoxycarbonylamino)ethylcarbamoyl)benzamido)-2-(2,9,9-trimethyl-3,5-dioxa-4-bora-tricyclo[6.1.1.02,6]dec-4-yl)ethyl)-2-methoxybenzoate C(C)(C)(C)OC(C1=C(C(=CC=C1)C[C@@H](B1OC2(C3C(C(CC2O1)C3)(C)C)C)NC(C3=C(C=CC=C3)C(NCCNC(=O)OC(C)(C)C)=O)=O)OC)=O